N-((R)-((1S,2R,3S,5S,7S)-5-chloro-1-hydroxyadamantan-2-yl)(phenyl)methyl)propionamide Cl[C@]12C[C@H]3[C@@H]([C@](C[C@@H](C1)C3)(C2)O)[C@@H](NC(CC)=O)C2=CC=CC=C2